NN1C[C@@H](N=C(C2=C1C=CC(=C2Cl)C(F)(F)F)C2=C(C=CC=C2F)F)C (3S)-1-amino-6-chloro-5-(2,6-difluorophenyl)-3-methyl-7-(trifluoromethyl)-3H-1,4-benzodiazepine